tert-butyl 6-(3-(trifluoromethyl)azetidin-1-yl)quinoline-4-carboxylate FC(C1CN(C1)C=1C=C2C(=CC=NC2=CC1)C(=O)OC(C)(C)C)(F)F